COC(CNC(C1=CC=CC=C1)=O)=O benzoylglycine methyl ester